CN1C(C(=C(C=C1)[O-])NC(N[C@@H](CC(=O)[O-])C1=CC(=CC=C1)CC1=CC=C(C=C1)C(F)(F)F)=O)=O.[Na+].[Na+] Natrium (S)-3-(3-(1-Methyl-4-oxido-2-oxo-1,2-Dihydropyridin-3-yl)ureido)-3-(3-(4-(Trifluoromethyl)benzyl)phenyl)propanoat